1,1,1-trifluoro-N-((trifluoromethyl)sulfonyl)methanesulfonamide FC(S(=O)(=O)NS(=O)(=O)C(F)(F)F)(F)F